CCN deoxyethanolamine